FC=1C(=C(C=C(C1)OC)O)C=1C=2N(C(=NN1)NC1CC(C1)(C)O)C=CC2 3-fluoro-2-(4-{[(1s,3s)-3-hydroxy-3-methylcyclobutyl]amino}pyrrolo[1,2-d][1,2,4]triazin-1-yl)-5-methoxyphenol